C(CCC)OCC(OCC(C)O)C 1-(2-butoxy-1-methylethoxy)propane-2-ol